FC(C1=NOC(C1)=O)(F)F 3-trifluoromethylisoxazol-5(4H)-one